ClC1=CC=C(OC2=CC=C(C(=O)C3CCN(CC3)C3=CC=C(N=N3)N)C=C2)C=C1 6-{4-[4-(4-chlorophenoxy)benzoyl]piperidin-1-yl}pyridazin-3-amine